C(C)OC(CC(=O)N(C1=C(CCC1C)C(=O)OC)C)=O methyl 2-[(3-ethoxy-3-oxo-propanoyl)-methyl-amino]-3-methyl-cyclopentene-1-carboxylate